4-bromo-1-(toluene-4-sulfonyl)-1,6-dihydro-pyrrolo[2,3-c]pyridine-7-one BrC=1C2=C(C(NC1)=O)N(C=C2)S(=O)(=O)C2=CC=C(C)C=C2